[Si](C)(C)(C(C)(C)C)O[C@@H]1C[C@H](NC1)C(=O)OC methyl (2S,4R)-4-[tert-butyl(dimethyl)silyl]oxypyrrolidine-2-carboxylate